FC1=CN=C2C3=C(N=C(C(=C13)C)C)N1C(C(O2)C)C2CCC(C1)N2C(=O)[O-] 1-fluoro-5,13,14-trimethyl-5a,6,7,8,9,10-hexahydro-5H-6,9-epiminoazepino[2',1':3,4][1,4]oxazepino[5,6,7-ij][2,7]naphthyridine-15-carboxylate